ethylene dioleate C(CCCCCCC\C=C/CCCCCCCC)(=O)OCCOC(CCCCCCC\C=C/CCCCCCCC)=O